BrCCCCCC=1OC(=NN1)C1=C(C=C(C=C1)Cl)Cl 2-(5-Bromopentyl)-5-(2,4-dichlorophenyl)-1,3,4-oxadiazole